CN1N=CC(=C1)C1=NN=CO1 5-(1-methyl-1H-pyrazol-4-yl)-1,3,4-oxadiazole